methylphenyl-tin C[Sn]C1=CC=CC=C1